3-(1H-imidazol-1-yl)-N-(2-methyltetrahydrofuran-3-yl)benzamide N1(C=NC=C1)C=1C=C(C(=O)NC2C(OCC2)C)C=CC1